FC1(CCN(CC1)C=1C=C(C=CC1N1N=NC(=C1)C1=NC(=CC(=C1)C)N1CCC(CC1)(F)F)NS(=O)(=O)CCO)F N-(3-(4,4-difluoropiperidin-1-yl)-4-(4-(6-(4,4-difluoropiperidin-1-yl)-4-methylpyridin-2-yl)-1H-1,2,3-triazol-1-yl)phenyl)-2-hydroxyethane-1-sulfonamide